N-[1-[2-chloro-4-[[5-(2,3-difluoro-4-methoxy-phenyl)-1-methyl-imidazole-2-carbonyl]amino]benzoyl]pyrrolidin-3-yl]piperidine-4-carboxamide ClC1=C(C(=O)N2CC(CC2)NC(=O)C2CCNCC2)C=CC(=C1)NC(=O)C=1N(C(=CN1)C1=C(C(=C(C=C1)OC)F)F)C